3-[3-(4-aminophenoxy)phenoxy]aniline (1R,2S)-2-(4'-((S,E)-4-hydroxy-3-(2-((S)-1-hydroxyethyl)-1H-imidazol-1-yl)but-1-en-1-yl)-[1,1'-biphenyl]-4-yl)cyclopropyl-acetate OC[C@H](/C=C/C1=CC=C(C=C1)C1=CC=C(C=C1)[C@@H]1[C@H](C1)CC(=O)O)N1C(=NC=C1)[C@H](C)O.NC1=CC=C(OC=2C=C(OC=3C=C(N)C=CC3)C=CC2)C=C1